FC(C1=CC=C(C=2N1N=CN2)C=2C=1N(C(=NC2)NCC2=C(C=CC3=C2CCO3)F)C=NN1)F 8-(5-(Difluoromethyl)-[1,2,4]triazolo[1,5-a]pyridin-8-yl)-N-((5-fluoro-2,3-dihydroBenzofuran-4-yl)methyl)-[1,2,4]triazolo[4,3-c]pyrimidin-5-amine